1-(2-amino-2-oxoethyl)-1-(3-((7-(methoxycarbonyl)-3-(thiophen-3-ylmethyl)-5H-pyrido[4,3-b]indol-1-yl)amino)propyl)piperidin-1-ium NC(C[N+]1(CCCCC1)CCCNC1=NC(=CC=2NC=3C=C(C=CC3C21)C(=O)OC)CC2=CSC=C2)=O